Ethyl (1S,4s)-4-(5-(((1S,2R,3S,4R)-3-(cyclohexylcarbamoyl)bicyclo[2.2.1]heptan-2-yl)carbamoyl)-2-fluoro-4-methoxyphenoxy)cyclohexane-1-carboxylate C1(CCCCC1)NC(=O)[C@@H]1[C@@H]([C@H]2CC[C@@H]1C2)NC(=O)C=2C(=CC(=C(OC1CCC(CC1)C(=O)OCC)C2)F)OC